C(C(O)CO)OC(CCCCCCCCC)=O.C(CCCCCCC)(=O)O caprylic acid glyceryl-decanoate